ClC1=CC=C(C=C1)C1=NC2=C(N1C(C(=O)NC1CCC(CC1)(F)F)C1CCCCC1)C=CC=C2 2-[2-(4-chloro-phenyl)-benzimidazol-1-yl]-2-cyclohexyl-N-(4,4-difluoro-cyclohexyl)-acetamide